ClC=1C=C(C=2N(N1)C(=CN2)C(N[C@@H](COCC2=CC(=C(C(=C2)[N+](=O)[O-])OC)F)C)=O)N(C(OC(C)(C)C)=O)C tert-butyl N-[6-chloro-3-[[(1R)-2-[(3-fluoro-4-methoxy-5-nitro-phenyl)methoxy]-1-methyl-ethyl]carbamoyl]imidazo[1,2-b]pyridazin-8-yl]-N-methyl-carbamate